ClC=1C=NC(=C(C(=O)NC2CCC(CC2)CN2C(C(C3=CC=CC=C23)(C2=C(C(=C(C=C2)F)F)F)O)=O)C1)C(F)F 5-chloro-2-(difluoromethyl)-N-((1r,4r)-4-((3-hydroxy-2-oxo-3-(2,3,4-trifluorophenyl)indolin-1-yl)methyl)cyclohexyl)nicotinamide